ClC1=CC=C(CSC=2OC=3C(N2)=C(C=CC3)O)C=C1 2-((4-chlorobenzyl)thio)benzo[d]oxazol-4-ol